CC(CCCC)=NCCC[Si](OC)(OC)OC N-(1-methylpentylidene)-3-trimethoxysilylpropylamine